ClC(COCC(CCl)Cl)CCl bis(2,3-dichloropropyl) ether